2-(1H-imidazol-1-yl)-1-phenylethanamine N1(C=NC=C1)CC(N)C1=CC=CC=C1